1-[4-fluoro-2,6-bis(prop-2-yl)phenyl]Urea FC1=CC(=C(C(=C1)C(C)C)NC(=O)N)C(C)C